methyl-pyrrolidine-1-carboxamide CC1N(CCC1)C(=O)N